5-chloro-2-methyl-N-((1r,4r)-4-((2-oxo-3-(2-vinylpyridin-4-yl)-2,3-dihydro-1H-benzo[d]imidazol-1-yl)methyl)cyclohexyl)nicotinamide ClC=1C=NC(=C(C(=O)NC2CCC(CC2)CN2C(N(C3=C2C=CC=C3)C3=CC(=NC=C3)C=C)=O)C1)C